N-(3-(4-fluoro-1H-imidazol-1-yl)-5-(trifluoromethyl)phenyl)-3-(imidazo[1,2-b]pyridazin-3-ylethynyl)-4-methylbenzamide FC=1N=CN(C1)C=1C=C(C=C(C1)C(F)(F)F)NC(C1=CC(=C(C=C1)C)C#CC1=CN=C2N1N=CC=C2)=O